SC(C(=O)OCCOC(C(C)S)=O)C ethylene glycol bis(2-mercapto-propionate)